C(C)(C)(C)OC(=O)N1C(=CC(=C1)OS(=O)(=O)C)C(NC1=CC(=C(C=C1)Cl)C(F)(F)F)=O (2S,4R)-2-((4-chloro-3-(trifluoromethyl)phenyl)carbamoyl)-4-methanesulfonyloxypyrrole-1-carboxylic acid tert-butyl ester